C(C)OC(=O)C1=CC2=C(C(=N1)C1=CC(=CC=C1)Br)[C@H](N(C2)[S@](=O)C(C)(C)C)CCO.ClC2=C(C=C(C=C2)C(=C)C)F 1-chloro-2-fluoro-4-(prop-1-en-2-yl)benzene Ethyl-(R)-4-(3-bromophenyl)-2-((R)-tert-butylsulfinyl)-3-(2-hydroxyethyl)-2,3-dihydro-1H-pyrrolo[3,4-c]pyridine-6-carboxylate